racemic-1-(((3-butyl-3-ethyl-5-(4-fluorophenyl)-7-(methylthio)-1,1-dioxido-2,3,4,5-tetrahydro-1,5-benzothiazepin-8-yl)oxy)methyl)cyclopropane-1-carboxylic acid C(CCC)[C@]1(CS(C2=C(N(C1)C1=CC=C(C=C1)F)C=C(C(=C2)OCC2(CC2)C(=O)O)SC)(=O)=O)CC |r|